C(#N)C1=CC(=C(OC2=C(C(=O)NC3=CC(=CC=C3)[S@@](=O)(=N)C)C(=C(C=N2)C2=CC=C(C=C2)C(F)F)C)C=C1)OC (R)-2-(4-cyano-2-methoxyphenoxy)-5-(4-(difluoromethyl)phenyl)-4-methyl-N-(3-(S-methylsulfonimidoyl)phenyl)nicotinamide